O1CCC(=CC1)C=1C(C(=C2COCCN2C1C)C(=O)NC1=CC=C(C=C1)OC1=CC=NC2=CC(=C(N=C12)OC)OC)=O 7-(3,6-dihydro-2H-pyran-4-yl)-N-[4-[(6,7-dimethoxy-1,5-naphthyridin-4-yl)oxy]phenyl]-6-methyl-8-oxo-3,4-dihydro-1H-pyrido[2,1-c][1,4]oxazine-9-carboxamide